(1S,3R,4S)-N-[(1R)-1-cyano-2-[(3S)-2-oxo-3-piperidyl]ethyl]-2-(4,7-difluoro-1H-indole-2-carbonyl)-5,5-difluoro-2-azabicyclo[2.2.2]octane-3-carboxamide C(#N)[C@@H](C[C@H]1C(NCCC1)=O)NC(=O)[C@@H]1N([C@@H]2CC([C@H]1CC2)(F)F)C(=O)C=2NC1=C(C=CC(=C1C2)F)F